ClC=1C=C(C=C2C(=C(C=NC12)C#N)NC1=CC(=C(C=C1)F)Cl)N[C@@H](C=1C=NC=CC1)C=1N=NN(C1)CCN1CCOCC1 (S)-8-chloro-4-((3-chloro-4-fluorophenyl)amino)-6-(((1-(2-morpholinoethyl)-1H-1,2,3-triazol-4-yl)(pyridin-3-yl)methyl)amino)quinoline-3-carbonitrile